CC(C)OC1=C(C2=CC=CC=C2C=C1)C3=C(C=CC4=CC=CC=C43)P(C5=CC=CC=C5)C6=CC=CC=C6 2-[2-Hydroxy-4-[3-(2-ethylhexyl-1-oxy)-2-hydroxypropyloxy]phenyl]-4,6-bis(2,4-dimethylphenyl)-1,3,5-triazine